dicyclohexyl-(3,5-diethoxyphenyl)phosphine C1(CCCCC1)P(C1=CC(=CC(=C1)OCC)OCC)C1CCCCC1